(4-bromobut-2-yn-1-yl)diethylamine HBr salt Br.BrCC#CCN(CC)CC